C(C)(C)(C)C1=CC=C(C=C1)C1=CC(=CC=2C3=CC(=CC=C3NC12)N)N (4-(tert-butyl)phenyl)-9H-carbazole-3,6-diamine